1-(4-fluoro-3-(quinoxaline-6-carbonyl)phenyl)-3-(4-(trifluoromethyl)phenyl)urea FC1=C(C=C(C=C1)NC(=O)NC1=CC=C(C=C1)C(F)(F)F)C(=O)C=1C=C2N=CC=NC2=CC1